F[C@H]1C[C@H](N2N=C(N=C21)C(=O)C2COCC2)C2=CC=CC=C2 ((5S,7S)-7-fluoro-5-phenyl-6,7-dihydro-5H-pyrrolo[1,2-b][1,2,4]triazol-2-yl)(tetrahydrofuran-3-yl)methanone